Cl.NCCCCCCCCCC1=CC=CC=2N(C(N(C21)C)=O)C2C(NC(CC2)=O)=O 3-[4-(9-Aminononyl)-3-methyl-2-oxo-1,3-benzodiazol-1-yl]piperidine-2,6-dione hydrochloride